OC1=C(C=C2C=C(NC2=C1)C)C(=O)O 6-Hydroxy-2-methyl-1H-indole-5-carboxylic acid